ClCC1=NC=C(N=C1)C1=CC(=C(C=C1)F)OC 2-(chloromethyl)-5-(4-fluoro-3-methoxyphenyl)pyrazine